3-(5-cyano-2-pyridyl)-N-[(4-methoxyphenyl)methyl]-N-methyl-4-[[5-(trifluoromethyl)-2-pyridyl]amino]benzenesulfonamide C(#N)C=1C=CC(=NC1)C=1C=C(C=CC1NC1=NC=C(C=C1)C(F)(F)F)S(=O)(=O)N(C)CC1=CC=C(C=C1)OC